BrC1=CC=C(C=2C=CC(=NC12)OC)N 8-Bromo-2-methoxyquinolin-5-amine